C1(CC1)C1=CC(=NO1)NC(OC1=CC=CC=C1)=O phenyl (5-cyclopropylisoxazol-3-yl)carbamate